O=C(CCCC(C(=O)OCC)C(=O)OCC)C diethyl 2-(4-oxopentyl)malonate